tert-butyl (1-(2-fluoro-[1,1'-biphenyl]-3-yl)-3-oxopropan-2-yl)carbamate FC1=C(C=CC=C1CC(C=O)NC(OC(C)(C)C)=O)C1=CC=CC=C1